ClC=1C=CC(=C(C1)C1=NNC=C1C=1N=C2C=C(C=NC2=CC1)N(C1CCN(CC1)C)C)F 6-[3-(5-chloro-2-fluoro-phenyl)-1H-pyrazol-4-yl]-N-methyl-N-(1-methyl-4-piperidyl)-1,5-naphthyridin-3-amine